C(C)(C)(C)C1=C(C(=CC(=C1)C(C)(C)C)C1=NC2=C(N1C1=C(C=C(C=C1)C(C)(C)C)C1=CC=CC=C1)C=CC=C2C2=C(C=CC(=C2)C2=NC=CC(=C2)C2=CC=CC=C2)O)O 2,4-di-tert-butyl-6-(1-(5-(tert-butyl)-[1,1'-biphenyl]-2-yl)-4-(2-hydroxy-5-(4-phenylpyridin-2-yl)phenyl)-1H-benzo[d]imidazol-2-yl)phenol